ClC=1C=C(C=CC1F)N(C(=O)[C@H]1N(C([C@H]([C@H]1O)O)=O)C1=NC(=CC(=C1)C(F)(F)F)C)C (2S,3S,4S)-N-(3-chloro-4-fluorophenyl)-3,4-dihydroxy-N-methyl-1-(6-methyl-4-(trifluoromethyl)pyridin-2-yl)-5-oxopyrrolidine-2-carboxamide